C1(=CC=CC=C1)C=1C=CC=2N(C3=CC=CC=C3C2C1)C1=CC=C(C=C1)C1=C(C=CC(=C1)N(C1=CC=C(C=C1)C1=CC=CC=C1)C1=CC=C(C=C1)C1=CC=CC=C1)C1=CC=CC=C1 [4-(3-phenyl-9H-carbazol-9-yl)phenyl]tris(1,1'-biphenyl-4-yl)amine